[Si](C)(C)(C(C)(C)C)OCC=1C=C(C=CC1C)[C@@H](C(C(=O)OCC)C)C1=C(C2=C(N(N=N2)C)C=C1)C (3R)-Ethyl 3-(3-(((tert-butyldimethylsilyl)oxy)methyl)-4-methylphenyl)-3-(1,4-dimethyl-1H-benzo[d][1,2,3]triazol-5-yl)-2-methylpropanoate